2H-Pyran-4-ol O1CC=C(C=C1)O